(1S,2S)-N-(3-(((6-cyclopropyl-8-(3-methyl-2,4-dioxoimidazolidin-1-yl)imidazo[1,2-a]pyridin-2-yl)methyl)sulfonyl)phenyl)-2-(4-methylpyrimidin-2-yl)cyclopropane-1-carboxamide C1(CC1)C=1C=C(C=2N(C1)C=C(N2)CS(=O)(=O)C=2C=C(C=CC2)NC(=O)[C@@H]2[C@H](C2)C2=NC=CC(=N2)C)N2C(N(C(C2)=O)C)=O